COCC1=CC(=NN1C1=CC=C(C=C1)OC(F)(F)F)N1CCN(CC1)C(=O)OC(C)(C)C tert-butyl 4-[5-(methoxymethyl)-1-[4-(trifluoromethoxy) phenyl]pyrazol-3-yl]piperazine-1-carboxylate